2-butyl-octan-1-ol C(CCC)C(CO)CCCCCC